CC1=C(C=CC=C1C)C1(CCN(CC1)C(CN1N=C(C2=C1C[C@@H]1[C@H]2C1)C(=O)N1CCC(CC1)OCCO)=O)F 1-(4-(2,3-Dimethylphenyl)-4-fluoropiperidin-1-yl)-2-((3bR,4aR)-3-(4-(2-hydroxyethoxy)piperidin-1-carbonyl)-3b,4,4a,5-tetrahydro-1H-cyclopropa[3,4]cyclopenta[1,2-c]pyrazol-1-yl)ethanon